hydroxyethylamino-3,4-methylenedioxybenzene OCCNC1=CC2=C(C=C1)OCO2